C(CCC)[C@@H]1N(S(C2=C(N(C1)C1=CC=CC=C1)C=C(C(=C2)O)SC)(=O)=O)C (S)-3-butyl-8-hydroxy-2-methyl-7-(methylsulfanyl)-5-phenyl-2,3,4,5-tetrahydro-1,2,5-benzothiadiazepine 1,1-dioxide